(2S)-4,4-dimethyl-2-[(5-methylisoxazole-3-carbonyl)amino]pentanoic acid CC(C[C@@H](C(=O)O)NC(=O)C1=NOC(=C1)C)(C)C